6-chloro-4-N-propan-2-ylpyrimidine-2,4-diamine ClC1=CC(=NC(=N1)N)NC(C)C